2-methyl-N-{3-[(phenyl-carbamoyl)amino]phenyl}propanamide CC(C(=O)NC1=CC(=CC=C1)NC(NC1=CC=CC=C1)=O)C